(S)-4-(2-(4-chloro-3-fluorophenoxy)acetamido)-N-(2-(4-chloro-3-fluorophenyl)-2-oxoethyl)-2-hydroxybicyclo[2.2.2]Octane-1-carboxamide ClC1=C(C=C(OCC(=O)NC23C[C@@H](C(CC2)(CC3)C(=O)NCC(=O)C3=CC(=C(C=C3)Cl)F)O)C=C1)F